N-2-pyrazinyl[3,3-dimethyl-1-(2H-tetraazol-5-yl)butyl]amine N1=C(C=NC=C1)NC(CC(C)(C)C)C=1N=NNN1